epoxyaniline N1C=2C(=CC=CC2)O1